isopropyl-(3-chloropyridin-2-yl)-3-hydroxy-4,5-dihydro-1H-pyrazole-5-carboxylate C(C)(C)OC(=O)C1CC(=NN1C1=NC=CC=C1Cl)O